C#CCO The molecule is a terminal acetylenic compound that is prop-2-yne substituted by a hydroxy group at position 1. It has a role as a Saccharomyces cerevisiae metabolite and an antifungal agent. It is a terminal acetylenic compound, a volatile organic compound and a propynol.